(2S,4R)-1-(2-(3-acetyl-5-(pyridazin-4-yl)-1H-indol-1-yl)acetyl)-4-fluoro-N-(2,2,6-trifluorobenzo[d][1,3]dioxol-5-yl)pyrrolidine-2-carboxamide C(C)(=O)C1=CN(C2=CC=C(C=C12)C1=CN=NC=C1)CC(=O)N1[C@@H](C[C@H](C1)F)C(=O)NC1=CC2=C(OC(O2)(F)F)C=C1F